NC1=C(C=CC(=C1F)Cl)C(CCl)=O 1-(2-amino-4-chloro-3-fluorophenyl)-2-chloroethan-1-one